N1=CNC2=NC=CC(=C21)C=2C=C1C(=NNC1=CC2)N 5-(3H-imidazo[4,5-b]pyridin-7-yl)-1H-indazol-3-amine